F[B-](F)(F)F.F[B-](F)(F)F.C12CCC(CC1)CC2 bicyclo[2.2.2]Octane bis(tetrafluoroborate)